4-(2-methoxy-4-{6-oxo-2h,4h,5h,6h,7h-pyrazolo[3,4-b]pyridin-4-yl}phenoxy)naphthalene-1-carboxylic acid methyl ester COC(=O)C1=CC=C(C2=CC=CC=C12)OC1=C(C=C(C=C1)C1C=2C(NC(C1)=O)=NNC2)OC